2-(2-(4-((4-chlorophenyl)(phenyl)methyl)piperazin-1-yl)ethoxy)acetic acid dihydrochloride Cl.Cl.ClC1=CC=C(C=C1)C(N1CCN(CC1)CCOCC(=O)O)C1=CC=CC=C1